NC=1C(=CC(=C(C1)NC1=NC=C(C(=N1)N1C(C(C2=NC(=CC=C21)C)(C)C)([2H])[2H])C(=O)OC(C)C)OC)N2CC(C2)N(C)C isopropyl 2-((5-amino-4-(3-(dimethylamino)azetidin-1-yl)-2-methoxyphenyl)amino)-4-(3,3,5-trimethyl-2,3-dihydro-1H-pyrrolo[3,2-b]pyridin-1-yl-2,2-d2)pyrimidine-5-carboxylate